1-tert-butyl 2-methyl (S)-5-oxopyrrolidine-1,2-dicarboxylate O=C1CC[C@H](N1C(=O)OC(C)(C)C)C(=O)OC